C1=C(C=CC=C1)C1=CC=CC=C1 2,4'-biphenyl